C(C)(=O)NC1=CN(C2=CC=C(C=C12)CCO)C(=O)OC(C)(C)C tert-butyl 3-acetamido-5-(2-hydroxyethyl)-1H-indole-1-carboxylate